C(CC(O)(C(=O)O)CC(=O)O)(=O)O.FC1=CC=C(S1)CC[C@]1(CN(CC1)C(C)(C)C=1C=NC(=CC1)C)CNS(O)(=O)=O |o1:21| (S or R)-((3-(2-(5-fluorothiophen-2-yl)ethyl)-1-(2-(6-methylpyridin-3-yl)propan-2-yl)pyrrolidin-3-yl)methyl)sulfamic acid citrate